N[C@@H]1CN(CC[C@@H]1O)C1=C(C=NC=C1)NC=1C=CC=C2C=NC(=NC12)C1=C(C=CC=C1F)F (3R,4S)-3-amino-1-[3-[[2-(2,6-difluorophenyl)quinazolin-8-yl]amino]pyridin-4-yl]piperidin-4-ol